1-Methylpyridinium-3-sulfonate C[N+]1=CC(=CC=C1)S(=O)(=O)[O-]